isopropyl (R)-3-fluoro-5-(isoxazolidin-3-yl)benzoate FC=1C=C(C(=O)OC(C)C)C=C(C1)[C@@H]1NOCC1